4-(fluoromethoxy)-6-methoxy-pyrimidin-2-amine FCOC1=NC(=NC(=C1)OC)N